C(C)(C)(C)OC(N(CC1=C(C2=C(N=CN2C)C(=C1)C1=CC=C(C=C1)OC(F)(F)F)C=C)C)=O N-methyl-N-[[3-methyl-7-[4-(trifluoromethoxy)phenyl]-4-vinyl-benzimidazol-5-yl]methyl]carbamic acid tert-butyl ester